NCC1CN(CCO1)C(=O)C1CCN(CC1)C(=O)C1=C(C=C(C=C1)NC(=O)C=1N(C(=CN1)C1=C(C(=C(C=C1)OCC#N)F)F)C)Cl N-[4-[4-[2-(aminomethyl)morpholine-4-carbonyl]piperidine-1-carbonyl]-3-chloro-phenyl]-5-[4-(cyanomethoxy)-2,3-difluoro-phenyl]-1-methyl-imidazole-2-carboxamide